O=C1NC(CCC1N1C(C2=CC(=C(C=C2C1=O)F)N1C2CN(C(C1)C2)CC2CCN(CC2)C2=CC=C(C=C2)C(=C(CC)C2=CC=CC=C2)C2=CC=C(C=C2)O)=O)=O 2-(2,6-dioxopiperidin-3-yl)-5-fluoro-6-(5-((1-(4-(1-(4-hydroxyphenyl)-2-phenylbut-1-en-1-yl)phenyl)piperidin-4-yl)methyl)-2,5-diazabicyclo[2.2.1]heptan-2-yl)isoindoline-1,3-dione